C1(CCCCC1)NC=1N=C(N=NC1C(=O)N)NC1=C(C=C2CCN(CC2=C1)CC)OC (cyclohexylamino)-3-((2-ethyl-6-methoxy-1,2,3,4-tetrahydroisoquinolin-7-yl)amino)-1,2,4-triazine-6-carboxamide